trans-methyl 1-amino-3-methylcycloheptanecarboxylate N[C@@]1(C[C@H](CCCC1)C)C(=O)OC